(R)-tert-butyl (1-(4-bromophenyl)-2-methoxyethyl)carbamate BrC1=CC=C(C=C1)[C@H](COC)NC(OC(C)(C)C)=O